silver-nickel copper [Cu].[Ni].[Ag]